rac-trans-3-chloro-5-{2-[4-[(4-methylsulfonylphenoxy)methyl]-2-methylpyrrolidin-1-yl]ethyl}benzonitrile ClC=1C=C(C#N)C=C(C1)CCN1[C@H](C[C@@H](C1)COC1=CC=C(C=C1)S(=O)(=O)C)C |r|